(1-(3,5-Dibromo-1H-pyrazol-1-yl)cyclopropyl)methanol BrC1=NN(C(=C1)Br)C1(CC1)CO